BrC=1C=CC(=C(C1)N1C[C@H](CC1)NC(OC(C)(C)C)=O)[N+](=O)[O-] tert-butyl (S)-(1-(5-bromo-2-nitrophenyl)pyrrolidin-3-yl)carbamate